C(C)C=1C=C(C=C2C(=CN(C12)COCC[Si](C)(C)C)C=1CN(CCC1)C(=O)OC(C)(C)C)F tert-Butyl 3-(7-ethyl-5-fluoro-1-{[2-(trimethylsilyl)ethoxy]methyl}indol-3-yl)-5,6-dihydro-2H-pyridine-1-carboxylate